O1C=NC(C1)=O Oxazol-4(5H)-one